BrC1=C(N=C2N(C1=O)C=CC=C2C2=CC(=C(C(=O)N(CC)C1CC1)C=C2)F)C(F)(F)F 4-(3-bromo-4-oxo-2-(trifluoromethyl)-4H-pyrido[1,2-a]pyrimidin-9-yl)-N-cyclopropyl-N-ethyl-2-fluorobenzamide